(4-(aminomethyl)piperidin-1-yl)(4-((3-(4-(cyclopropylmethoxy)-3-fluorophenyl)imidazo[1,2-a]pyrazin-8-yl)amino)-2-methylphenyl)methanone NCC1CCN(CC1)C(=O)C1=C(C=C(C=C1)NC=1C=2N(C=CN1)C(=CN2)C2=CC(=C(C=C2)OCC2CC2)F)C